CO[Si](CC)(CC)OC Dimethoxydiethyl-silan